(S)-12-methyl-2,5,8,11-tetraoxatridecane-13-yl 4-methylbenzenesulfonate CC1=CC=C(C=C1)S(=O)(=O)OC[C@@H](OCCOCCOCCOC)C